8-((4-((tert-Butyldiphenylsilyl)oxy)butyl)amino)-1,15-bis(pentylthio)pentadecane-2,14-diyl dinonanoate C(CCCCCCCC)(=O)OC(CSCCCCC)CCCCCC(CCCCCC(CSCCCCC)OC(CCCCCCCC)=O)NCCCCO[Si](C1=CC=CC=C1)(C1=CC=CC=C1)C(C)(C)C